ClC1=C(C=CC(=C1)F)C1(OC(=C(C1=O)O)N)C 2-(2-chloro-4-fluorophenyl)-2-methyl-4-hydroxy-5-amino-3(2H)-furanone